(RS)-1-(2,4-dichloro-o-propylphenethyl)-1H-1,2,4-triazole ClC1([C@H](CCN2N=CN=C2)C=CC(=C1)Cl)CCC |r|